tert-butyl 4-(4-(((oxazol-5-ylmethoxy)carbonyl)amino)phenyl)piperidine-1-carboxylate O1C=NC=C1COC(=O)NC1=CC=C(C=C1)C1CCN(CC1)C(=O)OC(C)(C)C